tert-Butyl (S)-((7-cyanoimidazo[1,2-b]pyridazin-2-yl)(cyclohexyl)methyl)carbamate C(#N)C1=CC=2N(N=C1)C=C(N2)[C@H](C2CCCCC2)NC(OC(C)(C)C)=O